4-{[(3-{1-[(3-hydroxypyrrolidin-1-yl)sulfonyl]-2-methylpiperidin-3-yl}-1-(3-methoxy-2,2-dimethylpropanoyl)-1H-pyrazol-5-yl)sulfanyl]methyl}benzene-1-carboximidamide OC1CN(CC1)S(=O)(=O)N1C(C(CCC1)C1=NN(C(=C1)SCC1=CC=C(C=C1)C(N)=N)C(C(COC)(C)C)=O)C